ClC=1C=C(C(=NC1)OC)S(=O)(=O)NC1=C(C(=C(C=C1)F)C1=CC2=C(N=C(N=C2)NCC)NC1=O)F 5-Chloro-N-(3-(2-(ethylamino)-7-oxo-7,8-dihydropyrido[2,3-d]pyrimidin-6-yl)-2,4-difluorophenyl)-2-methoxypyridine-3-sulfonamide